((((4,4-difluoro-5-oxopyrrolidin-2-yl)methyl)amino)methyl)-3-methylpyrrolo[2,1-f][1,2,4]triazin-4(3H)-one FC1(CC(NC1=O)CNCC1=NN2C(C(N1C)=O)=CC=C2)F